BrC=1C(=CC=2C3=C(C(=NC2C1F)OC[C@H]1N(CCC1)C)N=CN3C3CCN(CC3)C(C=C)=O)Cl (S)-1-(4-(7-Bromo-8-chloro-6-fluoro-4-((1-methylpyrrolidin-2-yl)methoxy)-1H-imidazo[4,5-c]quinolin-1-yl)piperidin-1-yl)prop-2-en-1-one